C(C)OC(CC(CCC(C)C)=O)=O 6-methyl-3-oxoheptanoic acid ethyl ester